(R)-1-((3-(1-((7-chloro-6-(4-isopropylpiperazin-1-yl)-2-methylpyrido[2,3-d]pyrimidin-4-yl)amino)ethyl)-2-fluorophenyl)difluoromethyl)cyclopropan-1-ol ClC=1C(=CC2=C(N=C(N=C2N[C@H](C)C=2C(=C(C=CC2)C(C2(CC2)O)(F)F)F)C)N1)N1CCN(CC1)C(C)C